1-methylethyl 2-(acetylamino)-2-deoxy-beta-D-glucopyranoside C(C)(=O)N[C@H]1[C@H](OC(C)C)O[C@@H]([C@H]([C@@H]1O)O)CO